2-((2S,3R)-3-((tert-butyldimethylsilyl)oxy)-3-(3,5-dimethoxy-4-methylphenyl)-2-isobutoxypropyl)-6-methylbenzo[d]thiazole-4-carboxylic acid [Si](C)(C)(C(C)(C)C)O[C@@H]([C@H](CC=1SC=2C(N1)=C(C=C(C2)C)C(=O)O)OCC(C)C)C2=CC(=C(C(=C2)OC)C)OC